C(C)(C)(C)C=1C=C(C=CC1)NS(=O)(=O)C1=CC=C(C=C1)NC(NCC=1C=NC=CC1)=O 3-{4-[(3-tert-butylphenyl)sulfamoyl]phenyl}-1-(pyridin-3-ylmethyl)urea